4-(2-{[(2R,7aS)-2-fluoro-hexahydro-1H-pyrrolizin-7a-yl]methoxy}-8-fluoro-4-[(3R)-3-(2-hydroxypropan-2-yl)pyrrolidin-1-yl]pyrido[4,3-d]pyrimidin-7-yl)-5-ethynyl-6-fluoronaphthalen-2-ol F[C@@H]1C[C@@]2(CCCN2C1)COC=1N=C(C2=C(N1)C(=C(N=C2)C2=CC(=CC1=CC=C(C(=C21)C#C)F)O)F)N2C[C@@H](CC2)C(C)(C)O